C(C)(C)(C)OC(=O)N1CCCC(CC1)CO 5-(hydroxymethyl)azepane-1-carboxylic acid tert-butyl ester